BrC=1C=C(C=CC1)C1CCN(CC1)CCC 4-(3-bromophenyl)-1-propyl-piperidine